COC1=CC=C(C=C1)COC[C@@H](CN1C2(C3=CC=C(C=C3C1=O)C)CCC1(CC2)OCCO1)C 2''-{(2R)-3-[(4-methoxyphenyl)methoxy]-2-methylpropyl}-5''-methyldispiro[[1,3]dioxolane-2,1'-cyclohexane-4',1''-isoindol]-3''(2''H)-one